N-(2-(4-((4-(2-acetyl-5-fluoro-1H-indol-3-yl)-1H-1,2,3-triazol-1-yl)methyl)piperidin-1-yl)ethyl)-2'-cyano-6'-(trifluoromethyl)-[1,1'-biphenyl]-4-sulfonamide C(C)(=O)C=1NC2=CC=C(C=C2C1C=1N=NN(C1)CC1CCN(CC1)CCNS(=O)(=O)C1=CC=C(C=C1)C1=C(C=CC=C1C(F)(F)F)C#N)F